ethyl 4-[{6-[5-(difluoromethyl)-1,3,4-oxadiazol-2-yl]-1-oxo-1,3-dihydro-2H-isoindol-2-yl}(methyl)amino]butanoate FC(C1=NN=C(O1)C1=CC=C2CN(C(C2=C1)=O)N(CCCC(=O)OCC)C)F